(S)-N'-(((R)-3-methyl-1,2,3,5,6,7-hexahydrodicyclopenta[b,e]pyridin-8-yl)carbamoyl)-1-phenyl-1H-pyrazole-3-sulfonimidamide C[C@@H]1CCC=2C1=NC1=C(C2NC(=O)N=[S@@](=O)(N)C2=NN(C=C2)C2=CC=CC=C2)CCC1